NC1=NN2C(C=C(C=C2)C=2C(=C(C(=O)NCC(C(O)C3=CC=C(C=C3)F)(F)F)C(=CC2)OC)F)=N1 (2-amino-[1,2,4]triazolo[1,5-a]pyridin-7-yl)-N-(2,2-difluoro-3-(4-fluorophenyl)-3-hydroxypropyl)-2-fluoro-6-methoxybenzamide